6-chloro-4-isopropyl-1-(2-methylazetidin-1-yl)-2,7-naphthyridin ClC=1C=C2C(=CN=C(C2=CN1)N1C(CC1)C)C(C)C